lead-silver-bismuth [Bi].[Ag].[Pb]